8-(dimethylamino)-8-(3-fluorophenyl)-3-(1-(2-hydroxyethyl)-3-(trifluoromethyl)-1H-pyrazol-5-yl)-1,3-diazaspiro[4.5]decan-2-one CN(C1(CCC2(CN(C(N2)=O)C2=CC(=NN2CCO)C(F)(F)F)CC1)C1=CC(=CC=C1)F)C